C(C)(C)C1=C(NC2=CC=C(C=C12)C1CN(C(CO1)(C)C)CCOC)C=1C=C(C=2N(C1)N=CN2)C 2-(3-isopropyl-2-(8-methyl-[1,2,4]triazolo[1,5-a]pyridin-6-yl)-1H-indol-5-yl)-4-(2-methoxyethyl)-5,5-dimethylmorpholine